2-((Benzo[d]thiazol-5-ylmethyl)(1-(pyridazin-3-yl)ethyl)amino)-2-oxoacetic acid methyl ester COC(C(=O)N(C(C)C=1N=NC=CC1)CC=1C=CC2=C(N=CS2)C1)=O